1-(2-t-butylphenyloxy)-2-butanol C(C)(C)(C)C1=C(C=CC=C1)OCC(CC)O